N1=C(C=CC=C1)CSCCOCCSCC1=NC=CC=C1 1,9-bis(2-pyridyl)-5-oxa-2,8-dithianonane